2,6-dimethyl-benzyl alcohol CC1=C(CO)C(=CC=C1)C